cyclopent-3-ene-1,2-dial C1(C(C=CC1)C=O)C=O